NC(C([C@H](CC1=CC=CC=C1)NC(=O)C=1C(=NN(C1)C)C=1C=C(C=CC1)C)=O)=O (S)-N-(4-AMINO-3,4-DIOXO-1-PHENYLBUTAN-2-YL)-1-METHYL-3-(M-TOLYL)-1H-PYRAZOLE-4-CARBOXAMIDE